2,6-dimethyl-2,5-bis-(benzoylperoxy)hexane CC(C)(CCC(CC)OOC(C1=CC=CC=C1)=O)OOC(C1=CC=CC=C1)=O